CCCCC/C=C\C/C=C\CCCCCCCC(=O)O[C@H](COC(=O)CCCCC/C=C\C/C=C\C/C=C\C/C=C\CCCCC)COP(=O)(O)OC[C@@H](C(=O)O)N 1-(7Z,10Z,13Z,16Z-docosatetraenoyl)-2-(9Z,12Z-octadecadienoyl)-glycero-3-phosphoserine